C(#N)CC(=O)N1CCC(=CC1)C1=C2C(=NC(=C1)NC(=O)C1CC1)NC=C2 N-(4-(1-(2-cyanoacetyl)-1,2,3,6-tetrahydropyridin-4-yl)-1H-pyrrolo[2,3-b]pyridin-6-yl)cyclopropylcarboxamide